5-(3-((4'-chloro-5,5-dimethyl-3,4,5,6-tetrahydro-[1,1'-biphenyl]-2-yl)methyl)-3,6-diazabicyclo[3.1.1]heptan-6-yl)-2-(2,6-dioxopiperidin-3-yl)-6-fluoroisoindoline-1,3-dione ClC1=CC=C(C=C1)C1=C(CCC(C1)(C)C)CN1CC2N(C(C1)C2)C=2C=C1C(N(C(C1=CC2F)=O)C2C(NC(CC2)=O)=O)=O